FC1(C(CCC1)CCC1=C(N=C(N1C(=O)N)OC)C)F (2-(2,2-Difluorocyclopentyl)ethyl)-2-methoxy-4-methyl-1H-imidazole-1-carboxamide